N1C(=NC2=C1C=CC=C2)C2=CC(=NN2CC2=CC=C(C=C2)OC)N2CC=CC=C2N2CCC(CC2)N2CCOCC2 N-[5-(1H-benzimidazol-2-yl)-1-[(4-methoxyphenyl)methyl]pyrazol-3-yl]-6-(4-morpholino-1-piperidyl)pyridine